benzyl (2S,6S)-6-((tert-butoxycarbonyl)amino)-4-hydroxy-2-methylazepane-1-carboxylate C(C)(C)(C)OC(=O)N[C@H]1CC(C[C@@H](N(C1)C(=O)OCC1=CC=CC=C1)C)O